benzyl 4-(4-oxo-4,9-dihydro-3H-pyrimido[4,5-b]indol-7-yl)piperazine-1-carboxylate O=C1NC=NC=2NC3=CC(=CC=C3C21)N2CCN(CC2)C(=O)OCC2=CC=CC=C2